6-((6-carbamoyl-7-methoxyquinolin-4-yl)oxy)-2-naphthoic acid C(N)(=O)C=1C=C2C(=CC=NC2=CC1OC)OC=1C=C2C=CC(=CC2=CC1)C(=O)O